1,1,3,3-tetramethylbutylperoxy 2-ethylhexyl monocarbonate C(OOOC(CC(C)(C)C)(C)C)(OCC(CCCC)CC)=O